OC[C@H](C1=CC=CC=C1)NC1=NC(=NC=C1C1=NC(=NO1)N1CCOCC1)NC=1C=C2CNC(C2=CC1)=O (S)-5-((4-((2-hydroxy-1-phenylethyl)amino)-5-(3-morpholino-1,2,4-oxadiazol-5-yl)pyrimidin-2-yl)amino)isoindolin-1-one